N,N-dimethyl-3-(2-(4-morpholinophenylamino)thieno[3,2-d]pyrimidin-7-yl)benzenesulfonamide CN(S(=O)(=O)C1=CC(=CC=C1)C1=CSC2=C1N=C(N=C2)NC2=CC=C(C=C2)N2CCOCC2)C